2-bromo-1-((3R,5R,8S,9S,10R,13S,14S,17S)-10-fluoro-3-hydroxy-3-(methoxymethyl)-13-methylhexadecahydro-1H-cyclopenta[a]phenanthren-17-yl)ethan-1-one BrCC(=O)[C@H]1CC[C@H]2[C@@H]3CC[C@@H]4C[C@](CC[C@@]4([C@H]3CC[C@]12C)F)(COC)O